3-[[4-[3-amino-1-(4-tert-butylphenyl)propoxy]-6-(2,6-dimethylphenyl)pyrimidin-2-yl]sulfamoyl]benzoic acid NCCC(OC1=NC(=NC(=C1)C1=C(C=CC=C1C)C)NS(=O)(=O)C=1C=C(C(=O)O)C=CC1)C1=CC=C(C=C1)C(C)(C)C